6-(2-(3-Trifluoromethylphenyl)-5,6-dihydro-4H-pyrrolo[1,2-b]pyrazol-3-yl)quinoline FC(C=1C=C(C=CC1)C=1C(=C2N(N1)CCC2)C=2C=C1C=CC=NC1=CC2)(F)F